2,2-Bis(5-aminomethylfuran-2-yl)propan NCC1=CC=C(O1)C(C)(C)C=1OC(=CC1)CN